3,3-dimethyl-dioxirane CC1(OO1)C